(3S)-3-[(2S)-2-amino-3-(1,3-benzothiazol-2-yl)-3-oxopropyl]pyrrolidin-2-one, hydrochloride salt Cl.N[C@@H](C[C@H]1C(NCC1)=O)C(=O)C=1SC2=C(N1)C=CC=C2